rel-(3aR,6aS)-Tetrahydro-1H-furo[3,4-d]imidazol-2(3H)-one N1C(N[C@@H]2[C@H]1COC2)=O |o1:3,4|